FC1=C(C=CC=C1C)[C@@H]1N(OCC1)C1=CC(=NC=N1)NC=1C(=CC(=C(C1)NC(C=C)=O)N1CCC(CC1)N1CCOCC1)OC N-(5-((6-((R)-3-(2-fluoro-3-methylphenyl)-isoxazolidine-2-yl)pyrimidine-4-yl)amino)-4-methoxy-2-(4-morpholinopiperidine-1-yl)phenyl)acrylamide